NC1=C2C(=NC=N1)N(N=C2C2=CC(=C(C=C2)OC)F)C(CC)C2=NC1=CC=CC=C1C(N2C2CC2)=O 2-(1-(4-amino-3-(3-fluoro-4-methoxyphenyl)-1H-pyrazolo[3,4-d]pyrimidin-1-yl)propyl)-3-cyclopropylquinazolin-4(3H)-one